8-((2S,5R)-4-(4-Bromoisochinolin-1-yl)-2,5-dimethylpiperazin-1-yl)-5-methyl-6-oxo-5,6-dihydro-1,5-naphthyridin-2-carbonitril BrC1=CN=C(C2=CC=CC=C12)N1C[C@@H](N(C[C@H]1C)C1=CC(N(C=2C=CC(=NC12)C#N)C)=O)C